(4R)-2-oxo-4-phenylpyrroline-3-carboxylic acid ethyl ester C(C)OC(=O)C1C(NC[C@H]1C1=CC=CC=C1)=O